4-[[(7R)-8-cyclopentyl-7-ethyl-5-methyl-6-oxo-7H-pteridin-2-yl]amino]-3-methoxy-N-[2-[2-[2-[2-[2-(methylamino)ethoxy]ethoxy]ethoxy]ethoxy]ethyl]benzamide C1(CCCC1)N1[C@@H](C(N(C=2C=NC(=NC12)NC1=C(C=C(C(=O)NCCOCCOCCOCCOCCNC)C=C1)OC)C)=O)CC